COC([C@H](C[C@H]1C(NCC1)=O)NC(=O)[C@H]1NC[C@@H](C1)C1CCCCC1)=O (S)-methyl-2-((2S,4S)-4-cyclohexylpyrrolidine-2-carboxamido)-3-((S)-2-oxopyrrolidin-3-yl)propanoate